ClC1=CC=C(C=C1)S(=O)(=O)\N=C(/NCCS(NC)(=O)=O)\N1N=C([C@H](C1)C1=CC=CC=C1)C1=CC=C(C=C1)F (S,E)-N'-((4-chlorophenyl)sulfonyl)-3-(4-fluorophenyl)-N-(2-(N-methylsulfamoyl)ethyl)-4-phenyl-4,5-dihydro-1H-pyrazole-1-carboximidamide